(S)-N-(8,9-difluoro-6-oxo-1,2,3,4,5,6-hexahydrophenanthridin-1-yl)-5,6-difluoro-N-methyl-1H-indole-2-carboxamide FC=1C=C2C(NC=3CCC[C@@H](C3C2=CC1F)N(C(=O)C=1NC2=CC(=C(C=C2C1)F)F)C)=O